tert-butyl-6-(3-(2-fluoro-phenyl)-4-(trifluoromethyl)-1H-pyrazol-1-yl)-2-azaspiro[3.3]heptane-2-carboxylate C(C)(C)(C)OC(=O)N1CC2(C1)CC(C2)N2N=C(C(=C2)C(F)(F)F)C2=C(C=CC=C2)F